OC1=C(C(=C(C(=O)O)C=C1)C(C1=CC=CC=C1)=O)C1=CC=CC=C1 hydroxyphenylbenzoyl-benzoic acid